C(C)(C)(C)OC(NC1COCC(C1)OC1=CC(=CC=C1)C(F)(F)F)=O tert-butyl(5-(3-(trifluoromethyl)phenoxy) tetrahydro-2H-pyran-3-yl)carbamate